3-chloro-5-(1-isopropyl-1H-pyrazol-4-yl)isoquinoline ClC=1N=CC2=CC=CC(=C2C1)C=1C=NN(C1)C(C)C